BrC=1C=CC(=NC1)NC([C@H](C1CCCCC1)NC(OC(C)(C)C)=O)=O tert-butyl N-[(1S)-2-[(5-bromo-2-pyridyl)amino]-1-cyclohexyl-2-oxo-ethyl]carbamate